FC1(CCC(CC1)C1=NC=CC(=C1NC(=O)C=1N=NN(C1)C[C@@H]1OCCC1)C1=C(C=CC(=C1)F)F)F |r| N-(2-(4,4-difluorocyclohexyl)-4-(2,5-difluorophenyl)pyridin-3-yl)-1-(rac-(tetrahydrofuran-2-yl)methyl)-1H-1,2,3-triazole-4-carboxamide